ClC=1C=C(C=CC1C1=C(C(=C(C2=CC=CC=C12)N)\N=N\[H])S(=O)(=O)O)C1=CC(=C(C=C1)C1=C(C(=C(C2=CC=CC=C12)N)\N=N\[H])S(=O)(=O)O)Cl 1,1'-(3,3'-dichloro[1,1'-biphenyl]-4,4'-diyl)bis{4-amino-3-[(E)-diazenyl]naphthalene-2-sulfonic acid}